ClC1=C(C=C(C=C1)C(=O)N1CCC(CC1)CCCC1CCNCC1)N1C(NC(CC1)=O)=O 1-(2-chloro-5-(4-(3-(Piperidin-4-yl)propyl)piperidine-1-carbonyl)phenyl)dihydropyrimidine-2,4(1H,3H)-dione